FC1(CN(CCC1)CC(=O)N1CCC(CC1)C=1C=C2C(=C(NC2=CC1)C1=CC(=NC(=C1)C)C)C(C)C)F 2-(3,3-difluoropiperidin-1-yl)-1-(4-(2-(2,6-dimethylpyridin-4-yl)-3-isopropyl-1H-indol-5-yl)piperidin-1-yl)ethan-1-one